2-[2-[(1S,4aR,8aS)-1-methyl-5-oxo-1,3,4,4a,6,7,8,8a-octahydroisoquinolin-2-yl]-2-oxoethyl]-3-chloro-4-methoxybenzonitrile C[C@@H]1N(CC[C@H]2C(CCC[C@H]12)=O)C(CC1=C(C#N)C=CC(=C1Cl)OC)=O